[Zr+4].C(C=C)(=O)[O-].C(C=C)(=O)[O-].C(C=C)(=O)[O-].C(C=C)(=O)[O-] acrylic acid zirconium salt